3-(2,4-difluoro-6-(2-methoxyethoxy)benzyl)-N,N-diethylfuran-2-carboxamide FC1=C(CC2=C(OC=C2)C(=O)N(CC)CC)C(=CC(=C1)F)OCCOC